N-(3-Fluorophenyl)-6-pyrrolidin-1-yl-N1-p-tolyl-[1,3,5]triazine-2,4-diamine hydrochloride Cl.FC=1C=C(C=CC1)NC1N(C(=NC(=N1)N)N1CCCC1)C1=CC=C(C=C1)C